11-(7-(decanoyloxy) heptyl)-2-methyl-7-oxo-8-oxa-2,6,11-triazanonadecan-19-yl 2-hexyldecanoate hexyldecanoate C(CCCCC)OC(CCCCCCCCC)=O.C(CCCCC)C(C(=O)OCCCCCCCCN(CCOC(NCCCN(C)C)=O)CCCCCCCOC(CCCCCCCCC)=O)CCCCCCCC